1-(phenylmethyloxy)-3-(1-cyclopropyl-2-iodoethyl)benzene tert-butyl-(7R)-2-carbamoyl-7-methyl-6,7-dihydro-4H-pyrazolo[1,5-a]pyrazine-5-carboxylate C(C)(C)(C)OC(=O)N1CC=2N([C@@H](C1)C)N=C(C2)C(N)=O.C2(=CC=CC=C2)COC2=CC(=CC=C2)C(CI)C2CC2